N-(1-isopropyl-5-methyl-1H-pyrazol-3-yl)-2-(pyridin-4-yl)-1H-pyrrolo[3,2-c]pyridin-6-amine C(C)(C)N1N=C(C=C1C)NC1=CC2=C(C=N1)C=C(N2)C2=CC=NC=C2